piperidin-4-yl-acetaldehyde N1CCC(CC1)CC=O